Glycerin Dilaurate C(CCCCCCCCCCC)(=O)O.C(CCCCCCCCCCC)(=O)O.OCC(O)CO